C(C)N(C(=O)C1=CC=C2/C(/C(NC2=C1)=O)=C(/NC1=CC=C(C=C1)CN1CCCCC1)\C1=CC=CC=C1)C (3Z)-N-ethyl-2,3-dihydro-N-methyl-2-oxo-3-[phenyl-[[4-(1-piperidylmethyl)phenyl]amino]methylene]-1H-indole-6-carboxamide